CN1C[C@@H]2[C@H](C1)CCN2C2=C(C=NC=1NC3=C(C=C(C=C3C12)Cl)NC)C=1C=C2C(C(=CN(C2=NC1)NC)C(=O)O)=O 6-[4-[cis-5-methyl-2,3,3a,4,6,6a-hexahydropyrrolo[2,3-c]pyrrol-1-yl]-6-chloro-8-(methylamino)-9H-pyrido[2,3-b]indol-3-yl]-1-(methylamino)-4-oxo-1,8-naphthyridine-3-carboxylic acid